5-(4-nitrophenyl)-2-phenyl-1H-imidazole-4-carboxylic acid ethyl ester C(C)OC(=O)C=1N=C(NC1C1=CC=C(C=C1)[N+](=O)[O-])C1=CC=CC=C1